NC=1C=2N(C(=CN1)C1=CCC(CC1)NC)C(=NC2C2=C(C=CC=C2F)C2=C(C=C(C=C2)NC(=O)N)C(F)(F)F)C(C)C 4-{8-amino-5-[4-(methylamino)cyclohex-1-en-1-yl]-3-(propan-2-yl)imidazo[1,5-a]pyrazin-1-yl-3-fluorophenyl}-1-[3-(trifluoromethyl)phenyl]urea